OC1=C(C=C(\C=C/2\C(NC(S2)=S)=O)C=C1)OC (Z)-5-(4-hydroxy-3-methoxybenzylidene)-2-thioxo-1,3-thiazolidin-4-one